Hexavinyl-disiloxane C(=C)[Si](O[Si](C=C)(C=C)C=C)(C=C)C=C